[Al+3].C(C)P([O-])(=O)CC.C(C)P([O-])(=O)CC.C(C)P([O-])(=O)CC trisdiethylphosphinate aluminum salt